6-(4-((2-aminoethyl)carbamoyl)piperidin-1-yl)pyridin NCCNC(=O)C1CCN(CC1)C1=CC=CC=N1